C(#N)[C@H](C[C@H]1C(NCC1)=O)NC(=O)[C@@H]1[C@H]2C([C@H]2CN1C([C@H](C(C)(C)C)NC(C(F)(F)F)=O)=O)(C)C (1R,2S,5S)-N-[(1S)-1-cyano-2-[(3S)-2-oxopyrrolidin-3-yl]ethyl]-3-[(2S)-3,3-dimethyl-2-(2,2,2-trifluoroacetamido)butanoyl]-6,6-dimethyl-3-azabicyclo[3.1.0]hexane-2-carboxamide